pent-2-enal C(C=CCC)=O